2-{4-[(4-{3-[2,4-dihydroxy-5-(propan-2-yl)phenyl]-5-(ethylcarbamoyl)-4H-1,2,4-triazol-4-yl}phenyl)methyl]piperazin-1-yl}acetic acid OC1=C(C=C(C(=C1)O)C(C)C)C1=NN=C(N1C1=CC=C(C=C1)CN1CCN(CC1)CC(=O)O)C(NCC)=O